ClC1=CNC=2N=C(N=C(C21)N[C@H]2CN(CCC2)C(C=C)=O)NC=2C=NN(C2)CCN2CCOCC2 (R)-1-(3-(5-chloro-2-(1-(2-morpholinoethyl)-1H-pyrazol-4-ylamino)-7H-pyrrolo[2,3-d]pyrimidin-4-ylamino)piperidin-1-yl)prop-2-en-1-one